1-(3-(2,4-Difluoro-3-hydroxy-5-(trifluoromethyl)phenyl)-1-methyl-1H-pyrazolo[3,4-d]pyrimidin-6-yl)-3-methylazetidine-3-carbonitrile FC1=C(C=C(C(=C1O)F)C(F)(F)F)C1=NN(C2=NC(=NC=C21)N2CC(C2)(C#N)C)C